COC(CN(CC(OC)OC)S(F)(F)F)OC bis-dimethoxyethylaminosulfur trifluoride